C1(CCCCC1)[NH3+].N(=[N+]=[N-])[C@H](C(=O)[O-])CCSC (S)-2-azido-4-(methylthio)butanoic acid cyclohexylammonium salt